C1=CC=C2C(=C1)C3=C4C5=C2SS6=C5C7=C(S6)C8=CC=CC=C8C9=C7C4=S(S3)S9 Hexathiopentacene